C(C)(C)C1C=C(CC(C1)C)CCC1OCCO1 2-[2-(3-isopropyl-5-methyl-cyclohexen-1-yl)ethyl]-1,3-dioxolane